NC1=C(C=CC=C1)CC(=O)N(C)C=1C=C(C(=O)NC2=CC=C(C=C2)S(NC2=CC=CC=C2)(=O)=O)C=CC1 3-(2-(2-aminophenyl)-N-methylacetamido)-N-(4-(N-phenylsulfamoyl)phenyl)benzamide